(2S)-2-[(2-Aminoacetyl)amino]-3-(3,4-diacetoxyphenyl)propionic acid NCC(=O)N[C@H](C(=O)O)CC1=CC(=C(C=C1)OC(C)=O)OC(C)=O